4-(10-(9-phenyl-9H-carbazol-3-yl)anthracene-9-yl)benzonitrile C1(=CC=CC=C1)N1C2=CC=CC=C2C=2C=C(C=CC12)C1=C2C=CC=CC2=C(C2=CC=CC=C12)C1=CC=C(C#N)C=C1